C(#N)[C@H](C[C@@H]1C(NCCC1)=O)NC(=O)[C@H]1N([C@H]2CC([C@@H]1CC2)(F)F)C(=O)C=2NC1=CC=CC(=C1C2)OC (1R,3S,4R)-N-((S)-1-cyano-2-((R)-2-oxopiperidin-3-yl)ethyl)-5,5-difluoro-2-(4-methoxy-1H-indole-2-carbonyl)-2-azabicyclo[2.2.2]octane-3-carboxamide